O1C(CC2=C1C=CC=C2)CO (2,3-dihydro-1-benzofuran-2-yl)methanol